(R)-N-(5-(5-ethyl-1,2,4-oxadiazol-3-yl)-2,3-dihydro-1H-inden-1-yl)oxazole-2-carboxamide C(C)C1=NC(=NO1)C=1C=C2CC[C@H](C2=CC1)NC(=O)C=1OC=CN1